3-cyano-N-(5-morpholinoquinolin-8-yl)benzenesulfonamide C(#N)C=1C=C(C=CC1)S(=O)(=O)NC=1C=CC(=C2C=CC=NC12)N1CCOCC1